BrC1(C(N(C=2N=C(C=C(C21)C(=O)OC)Cl)COCC[Si](C)(C)C)=O)Br methyl 3,3-dibromo-6-chloro-2-oxo-1-((2-(trimethylsilyl) ethoxy) methyl)-2,3-dihydro-1H-pyrrolo[2,3-B]pyridine-4-carboxylate